4-Ethyl-8-methyl-octahydronaphthalen-1(2H)-one C(C)C1CCC(C2C(CCCC12)C)=O